BrC=1C=C(C(=CC1C(F)(F)F)N)N 4-bromo-5-(trifluoromethyl)benzene-1,2-diamine